5-chloro-6-(((1S,2R,4R,SR)-5-hydroxy-5-methylbicyclo[2.2.1]heptan-2-yl)methoxy)pyridine-3-sulfonamide ClC=1C=C(C=NC1OC[C@H]1[C@@H]2C[C@]([C@@H](C1)C2)(C)O)S(=O)(=O)N |&1:12|